1-[chloro(4-methoxyphenyl)phenylmethyl]-4-methoxybenzene ClC(C1=CC=C(C=C1)OC)(C1=CC=CC=C1)C1=CC=C(C=C1)OC